[Li].C1(CCCCC1)OCCC1=CC=CC2=CC=CC=C12 1-(cyclohexyloxyethyl)naphthalene lithium